2-methylquinazoline-6-carbaldehyde CC1=NC2=CC=C(C=C2C=N1)C=O